NC(CO)C(C)(C)C 2-amino-3,3-dimethyl-1-butanol